3-ethyl-3-methoxy-1,5-dimethyl-8-[[(1R)-1-[3-(1,1-difluoro-2-hydroxy-2-methyl-propyl)-2-methyl-phenyl]ethyl]amino]pyrrolo[2,3-g]phthalazin-2-one C(C)C1(C(N(C2=CC=3C(=NN=C(C3C=C21)C)N[C@H](C)C2=C(C(=CC=C2)C(C(C)(C)O)(F)F)C)C)=O)OC